C1(CC1)N1N=C(C=C1C)C=1C(=C(C(=CC1)O)N1CC(NS1(=O)=O)=O)F 5-(3-(1-cyclopropyl-5-methyl-1H-pyrazol-3-yl)-2-fluoro-6-hydroxyphenyl)-1,2,5-thiadiazolidin-3-one 1,1-dioxide